(2S,4R)-N-((S)-1-(4H-chromeno[3,4-d]thiazol-7-yl)ethyl)-1-((S)-2-amino-3,3-dimethylbutyryl)-4-hydroxypyrrolidine-2-carboxamide S1C=NC2=C1C=1C=CC(=CC1OC2)[C@H](C)NC(=O)[C@H]2N(C[C@@H](C2)O)C([C@H](C(C)(C)C)N)=O